FC(C(=O)O)(F)F.N[C@@H](CCC(=O)O)C(=O)NCCC1=CC=C(C=C1)NC(C1=CC=C(C=C1)NC(=N)N)=O (S)-4-amino-5-((4-(4-guanidinobenzamido)phenethyl)amino)-5-oxopentanoic acid trifluoroacetate